N12C[C@H](C(CC1)CC2)OC(N[C@@H]2C(CC1=CC(=CC=C21)C2=CC=C(C=C2)C(C)(C)C)(C)C)=O (S)-quinuclidin-3-yl((R)-5-(4-(tert-butyl)phenyl)-2,2-dimethyl-2,3-dihydro-1H-inden-1-yl)carbamate